3-isopropoxy-5-(quinolin-2-ylmethoxy)benzoic acid C(C)(C)OC=1C=C(C(=O)O)C=C(C1)OCC1=NC2=CC=CC=C2C=C1